[Mn].[Ce].[Cu] copper-cerium-manganese